NCCNCCC[Si](OC)(OC)OC 3-(2-amino-ethylamino)propyltrimethoxysilane